C(C)(=O)C1=NN(C2=CC=C(C=C12)C=1C=NC(=NC1)C)CC(=O)N1[C@@H](SCC1)C(=O)NC1=NC(=CC=C1)Br (S)-3-(2-(3-acetyl-5-(2-methylpyrimidin-5-yl)-1H-indazol-1-yl)acetyl)-N-(6-bromopyridin-2-yl)thiazolidine-2-carboxamide